phenylboronic acid compound with tetrahydrofuran O1CCCC1.C1(=CC=CC=C1)B(O)O